N,N-didecyl-octanoamide C(CCCCCCCCC)N(C(CCCCCCC)=O)CCCCCCCCCC